ClC=1C=C(C=C(C1)C(F)(F)F)C1(CC(=NO1)C1=CC=C(C2=CC=CC=C12)C(=O)NCC(NCC(F)(F)F)=O)C(F)(F)F 4-[5-[3-chloro-5-(trifluoromethyl)phenyl]-4,5-dihydro-5-(trifluoromethyl)-3-isoxazolyl]-N-[2-oxo-2-[(2,2,2-trifluoroethyl)amino]ethyl]-1-naphthamide